4-bromo-6-methylpyridazin BrC1=CN=NC(=C1)C